(2S,4R)-allyl 4-(2-((1R,3R)-3-((2S,3S)-2-amino-N,3-dimethylpentanamido)-1-ethoxy-4-methylpentyl)thiazole-4-carboxamido)-2-methyl-5-phenylpentanoate N[C@H](C(=O)N(C)[C@H](C[C@@H](OCC)C=1SC=C(N1)C(=O)N[C@H](C[C@@H](C(=O)OCC=C)C)CC1=CC=CC=C1)C(C)C)[C@H](CC)C